(S,E)-Methyl-6-(2,5-dichlorothiophen-3-carboxamido)-7-(1-(2-(2-adamantylamino)-2-oxoethyl)-2-oxo-1,2-dihydropyridin-3-ylamino)-7-oxohept-2-enoat COC(\C=C\CC[C@@H](C(=O)NC=1C(N(C=CC1)CC(=O)NC1C2CC3CC(CC1C3)C2)=O)NC(=O)C2=C(SC(=C2)Cl)Cl)=O